ClC(Cl)(Cl)C1=NC2=CC=CC=C2C=C1 trichloromethyl-quinoline